CC1=NC2=CC(=CC(=C2N=C1N1CCCCC1)C(C)=N[S@](=O)C(C)(C)C)C (R)-N-(1-(2,7-dimethyl-3-(piperidin-1-yl)quinoxalin-5-yl)ethylidene)-2-methylpropane-2-sulfinamide